COC(=O)[C@@H]1NC(CC1)CC1=CC=C(C=C1)OC.COC=1C=C(C=CC1C(F)(F)F)[C@H]1[C@@H](C1)C=1C=NC(=NC1)C1=NC=CC=N1 trans-5-(2-(3-methoxy-4-(trifluoromethyl)phenyl)cyclopropyl)-2,2'-bipyrimidine methyl-(2R)-5-(4-methoxybenzyl)pyrrolidine-2-carboxylate